3-(2-phenoxyethyl)-3,4-dihydroquinazolin-2(1H)-one O(C1=CC=CC=C1)CCN1C(NC2=CC=CC=C2C1)=O